FC(C(=O)[O-])(F)F.ClC1=C(C=C(C=C1)C1(C[NH2+]C1)OC)F 3-(4-chloro-3-fluorophenyl)-3-methoxyazetidinium trifluoroacetate